2-methyl-1,3-propanediol phthalate C(C=1C(C(=O)O)=CC=CC1)(=O)O.CC(CO)CO